C1(CC1)C1=NC=NC(=C1C=1N=C2C3=C(N(N=C3CCCC2)CC2=CC=C(C=C2)C=2N(C=C(N2)C(F)(F)F)C(C)C)N1)OC([2H])([2H])[2H] 4-(4-cyclopropyl-6-(methoxy-d3)pyrimidin-5-yl)-2-(4-(1-isopropyl-4-(trifluoromethyl)-1H-imidazol-2-yl)benzyl)-6,7,8,9-tetrahydro-2H-1,2,3,5-tetraazabenzo[cd]azulene